C(=O)(N1C=NC=C1)N1C=NC=C1 1,1'-carbonylbis(1H-imidazole)